[C@H]1(CC=CCC1)C(=O)O (S)-3-cyclohexene-1-formic acid